2-(5,7-dihydroindolo[2,3-h]carbazol-12-yloxy)-N,N-dimethylethanamine C1=CC=CC=2NC3=CC=4C(C(=C3C12)OCCN(C)C)=NC1=CC=CCC14